FC1=C(C(=C(C(=C1F)NC(=O)C1=C(CCC1)C(=O)O)F)F)C1=CC(=CC=C1)OC(F)(F)F 2-((2,3,5,6-tetrafluoro-3'-(trifluoromethoxy)-[1,1'-biphenyl]-4-yl)carbamoyl)cyclopent-1-ene-1-carboxylic acid